Methyl 4-[3-(2,6-dichloro-4-fluorobenzoyl)-2,4-dihydro-1,3-benzoxazin-8-yl]-5-fluoro-2-morpholin-4-ylbenzoate ClC1=C(C(=O)N2COC3=C(C2)C=CC=C3C3=CC(=C(C(=O)OC)C=C3F)N3CCOCC3)C(=CC(=C1)F)Cl